N[C@@H](C(C)C)C(=O)N1CCC2(C[C@@H](OC2=O)CCN2CCN(CC2)C2=CC=C(C=C2)F)CC1 (R)-8-(L-valyl)-3-(2-(4-(4-fluorophenyl)piperazin-1-yl)ethyl)-2-oxa-8-azaspiro[4.5]decan-1-one